4-((2r,3r,4s,5r,6s)-4,5-bis(benzyloxy)-3-hydroxy-6-methoxytetrahydro-2H-pyran-2-yl)benzoic acid methyl ester COC(C1=CC=C(C=C1)[C@H]1O[C@@H]([C@@H]([C@H]([C@@H]1O)OCC1=CC=CC=C1)OCC1=CC=CC=C1)OC)=O